(2S,3S)-3-(fluoromethyl)-2-methylazetidine 2,2,2-trifluoroacetate salt FC(C(=O)O)(F)F.FC[C@@H]1[C@@H](NC1)C